FC1=C2C(=NC(=C1F)C)NC(=C2)C(=O)O 4,5-difluoro-6-methyl-1H-pyrrolo[2,3-b]pyridine-2-carboxylic acid